5,15-bis-[4-(3-Trimethylammonio-propyloxy)-phenyl]-porphyrin dichloride [Cl-].[Cl-].C[N+](CCCOC1=CC=C(C=C1)C=1C2=CC=C(N2)C=C2C=CC(C(=C3C=CC(=CC=4C=CC1N4)N3)C3=CC=C(C=C3)OCCC[N+](C)(C)C)=N2)(C)C